(±)-N-(4-chloro-3-(trifluoromethyl)phenyl)-2-phenyl-6,7,8,9-tetrahydro-5H-5,8-epimino-cyclohepta[d]pyrimidine-10-carboxamide ClC1=C(C=C(C=C1)NC(=O)N1C2CCC1CC=1N=C(N=CC12)C1=CC=CC=C1)C(F)(F)F